C[C@H]1OCCN(C1)C=1SC2=C(N1)SC(=C2)C(=O)OCC Ethyl (R)-2-(2-methylmorpholino)thieno[2,3-d]thiazole-5-carboxylate